4-(2,4-difluorostyryl)-N,N-dimethylaniline FC1=C(C=CC2=CC=C(N(C)C)C=C2)C=CC(=C1)F